C1(CC1)C1=CC=C(C=N1)C(C)=O 1-(6-cyclopropylpyridin-3-yl)ethan-1-one